Amino-methylphosphonic Acid NCP(O)(O)=O